C1(CC1)C1=NC(=NC=C1)OC1=CC=C(C=C1)C1CN(C1)C(=O)N1C[C@@H]2[C@@H](OCC(N2)=O)CC1 (+)-(4aR,8aS)-6-[3-[4-(4-cyclopropylpyrimidin-2-yl)oxyphenyl]azetidine-1-carbonyl]-4,4a,5,7,8,8a-hexahydropyrido[4,3-b][1,4]oxazin-3-one